bis(4-picolyl) disulfide N1=CC=C(C=C1)CSSCC1=CC=NC=C1